COC=1C=C(C=C2C(C(CC2)=CC2=CC(=C(C=C2)OCCCCCCCC)OC)=O)C=CC1OCCCCCCCC 2,5-bis(3-methoxy-4-octyloxybenzylidene)cyclopentan-1-one